ClC1=CC=C(C=N1)NC=1C(=CC=CC1)N N2-(6-chloro-3-pyridyl)benzene-1,2-diamine